COCCC1=CC=C(OCCC=2C=C3C(=CNC3=CC2)NC(C)=O)C=C1 N-(5-{2-[4-(2-methoxyethyl)phenoxy]ethyl}-1H-indol-3-yl)acetamide